(((S)-1,4-dioxan-2-yl)methoxy)-N-((R)-1-(3-amino-5-(trifluoromethyl)phenyl)ethyl)-7-methoxy-2-methylquinazolin-4-amine O1[C@@H](COCC1)COC1=C2C(=NC(=NC2=CC(=C1)OC)C)N[C@H](C)C1=CC(=CC(=C1)C(F)(F)F)N